C(C)(C)(C)C1=CC=C(C(=C1)NC)N 5-(tert-butyl)-N1-methylbenzene-1,2-diamine